di-octylcarbodiimide C(CCCCCCC)N=C=NCCCCCCCC